(R)-N-(1-(3-(2-cyanobenzyl)-1-methyl-2,6-dioxo-1,2,3,6-tetrahydropyrimidin-4-yl)piperidin-3-yl)-3-(4-((4-fluoro-4'-methyl-[1,1'-biphenyl]-2-yl)methoxy)phenyl)propanamide C(#N)C1=C(CN2C(N(C(C=C2N2C[C@@H](CCC2)NC(CCC2=CC=C(C=C2)OCC2=C(C=CC(=C2)F)C2=CC=C(C=C2)C)=O)=O)C)=O)C=CC=C1